The molecule is an organic cation that is the conjugate acid of carmoxirole, arising from protonation of the tertiary amino group. It is an ammonium ion derivative and an organic cation. It is a conjugate acid of a carmoxirole. C1C[NH+](CC=C1C2=CC=CC=C2)CCCCC3=CNC4=C3C=C(C=C4)C(=O)O